(2-dodecylcarbamoyl-ethyl)-2-[(2-dodecylcarbamoyl-ethyl)-2-(2-dodecylcarbamoyl-ethyl)-[2-(2-dodecylcarbamoyl-ethylamino)-ethyl]-amino-ethylamino]propionamide C(CCCCCCCCCCC)NC(=O)CCC(C(=O)N)(C)N(CC(CCC(NCCCCCCCCCCCC)=O)(CCNCCC(NCCCCCCCCCCCC)=O)CCC(NCCCCCCCCCCCC)=O)N